C[Si](C#CC=O)(C)C 3-trimethylsilylprop-2-ynal